di(fluoromethyl) carbonate C(OCF)(OCF)=O